4-tertiary butyl-4-methylphenol C(C)(C)(C)C1(CC=C(C=C1)O)C